NC=1C(=C(C(=O)O)C(=C(C1)Br)F)C 3-amino-5-bromo-6-fluoro-2-methylbenzoic acid